5-nitro-6-oxo-1,6-dihydropyridine-3-carboxylic acid [N+](=O)([O-])C1=CC(=CNC1=O)C(=O)O